1-(tert-butyl)-3-fluoropiperidin-4-one C(C)(C)(C)N1CC(C(CC1)=O)F